4-(4H-1,2,4-triazol-4-yl)benzamide N=1N=CN(C1)C1=CC=C(C(=O)N)C=C1